8,8-diphenyl-8H-fluorene C1(=CC=CC=C1)C1(C=CC=C2C=3C=CC=CC3C=C12)C1=CC=CC=C1